O(C1=CC=CC=C1)CCC1=C2C=CC=CC2=CC2=CC=CC=C12 10-phenoxyethylanthracene